butyl N-[(1S)-2-(1-aminopropylideneamino)-1-methyl-2-oxo-ethyl]carbamate NC(CC)=NC([C@H](C)NC(OCCCC)=O)=O